FC1=C(C=CC=C1)SP(SC1=C(C=CC=C1)F)SC1=C(C=CC=C1)F tris[(o-fluorophenyl)thio]phosphine